C1(CC1)C(C)N1C(C=2C(=NC(=CC2C1)C1=C(N=C(S1)NC(C)=O)C)OCCOC)=O N-(5-(2-(1-cyclopropylethyl)-4-(2-methoxyethoxy)-3-oxo-2,3-dihydro-1H-pyrrolo[3,4-c]pyridin-6-yl)-4-methylthiazol-2-yl)acetamide